C(C)(C)(C)OC(COCCOCC(=O)O)=O 2-[2-(2-tert-butoxy-2-oxo-ethoxy)ethoxy]acetic acid